ClC1=C(C=CC=C1)C(C(=O)O)C (2-chlorophenyl)-propanoic acid